6-(dimethyl-amino)-4-(4-(1-ethyl-4-(trifluoromethyl)-1H-imidazol-2-yl)benzyl)-6,7-dihydropyrazolo[1,5-a]pyrimidin-5(4H)-one CN(C1C(N(C=2N(C1)N=CC2)CC2=CC=C(C=C2)C=2N(C=C(N2)C(F)(F)F)CC)=O)C